NC1(CCN(CC1)C(=O)OC(C)(C)C)CNCC(O[Si](C)(C)C(C)(C)C)C1=NN2C(C(=CC(=C2)Br)C)=N1 tert-butyl 4-amino-4-(((2-(6-bromo-8-methyl-[1,2,4]triazolo[1,5-a]pyridin-2-yl)-2-((tert-butyldimethylsilyl)oxy)ethyl)amino)methyl)piperidine-1-carboxylate